2,3-bis-(4-chloro-phenyl)-1-oxo-1,2,3,4-tetrahydro-isoquinoline-4-carboxylic acid (2-methoxyethyl)-amide COCCNC(=O)C1C(N(C(C2=CC=CC=C12)=O)C1=CC=C(C=C1)Cl)C1=CC=C(C=C1)Cl